FC1=CC=C(C=C1)C=1N=C(N2C1C1=CC(=C(C=C1CC2)OC)C=2N=NN(N2)C)C(=O)N2[C@](CCC2)(C(=O)N)C (R)-1-(1-(4-fluorophenyl)-8-methoxy-9-(2-methyl-2H-tetrazol-5-yl)-5,6-dihydroimidazo[5,1-a]isoquinoline-3-carbonyl)-2-methylpyrrolidine-2-carboxamide